ClC(C=1C=C(C=CC1)C1=NNC(=C1O)C)(Cl)Cl 3-(3-(trichloromethyl)phenyl)-5-methyl-pyrazol-4-ol